OC1=NC(=NC(N1)(C1=CC=CC=C1)OCCOC(C(CCCC)CC)=O)C1=CC=CC=C1 2-hydroxy-4-(2-(2-ethylhexanoyloxy)ethyloxy)-4,6-diphenyl-1,3,5-triazine